5'-Methylspiro[cyclobutane-1,3'-pyrrolo[3,2-b]pyridin]-2'(1'H)-one CC1=CC=C2C(=N1)C1(C(N2)=O)CCC1